(2S)-2-(((4-nitrophenoxy)(phenoxy)phosphoryl)amino)propionic acid 1-methylpiperidin-4-yl ester CN1CCC(CC1)OC([C@H](C)NP(=O)(OC1=CC=CC=C1)OC1=CC=C(C=C1)[N+](=O)[O-])=O